(4-((5-(3,5-dimethylisoxazol-4-yl)isoquinolin-3-yl)amino)-3-methoxyphenyl)(3-methoxyazetidin-1-yl)methanone CC1=NOC(=C1C1=C2C=C(N=CC2=CC=C1)NC1=C(C=C(C=C1)C(=O)N1CC(C1)OC)OC)C